ClC=1C(=NC(=NC1)C=1N=C(C=2N(C1)C(=CN2)OC)CC2=C(C=C(C(=C2)F)C)F)O 5-chloro-2-{8-[(2,5-difluoro-4-methylphenyl)methyl]-3-methoxyimidazo[1,2-a]pyrazin-6-yl}pyrimidin-4-ol